(2-((2-(1-methyl-2,6-dioxopiperidin-3-yl)-1,3-dioxoisoindolin-4-yl)amino)ethyl)benzamide CN1C(C(CCC1=O)N1C(C2=CC=CC(=C2C1=O)NCCC1=C(C(=O)N)C=CC=C1)=O)=O